ClC=1N=C(NC(C1)(O[C@H](CC)CC=O)NC1=NNC(=C1)C)NC12CC3(CC(CC(C1)C3)C2)O Trans-3-[(4-chloro-6-[(5-methyl-1H-pyrazol-3-yl)amino]-6-[(3R)-oxopent-3-yloxy]pyrimidin-2-yl)amino]adamantan-1-ol